3-((1H-pyrrolo[2,3-b]pyridin-5-yl)oxy)-4'-(3-(2-cyclopropyl phenyl)-5-oxomorpholino)-[1,1'-biphenyl]-4-carboxylate N1C=CC=2C1=NC=C(C2)OC=2C=C(C=CC2C(=O)[O-])C2=CC=C(C=C2)N2C(COCC2=O)C2=C(C=CC=C2)C2CC2